C1(CC1)C=1C=CC(=NC1F)[C@@H](NC(=O)[C@H]1N(C[C@@H](C1)F)C(CC=1C(N(C=CC1)CC)=O)=O)C1=CC=CC=C1 (2S,4R)-N-[(S)-(5-cyclopropyl-6-fluoropyridin-2-yl)(phenyl)methyl]-1-[2-(1-ethyl-2-oxo-1,2-dihydropyridin-3-yl)acetyl]-4-fluoropyrrolidine-2-carboxamide